2-Amino-7-fluoro-4-(5-fluoro-3-((1-((3-(2-hydroxypropan-2-yl)azetidin-1-yl)methyl)cyclopropyl)methoxy)-7,9-dihydrofuro[3,4-f]quinazolin-6-yl)thieno[3,2-c]pyridine-3-carbonitrile NC1=C(C=2C(=NC=C(C2S1)F)C=1C2=C(C=3C=NC(=NC3C1F)OCC1(CC1)CN1CC(C1)C(C)(C)O)COC2)C#N